CC1(OB(OC1(C)C)C1=CC2=C(NC(=N2)[C@H]2N([C@@H]3CC[C@H]2C3)C(=O)OC(C)(C)C)C=C1)C tert-butyl (1R,3S,4S)-3-[5-(4,4,5,5-tetramethyl-1,3,2-dioxaborolan-2-yl)-1H-benzimidazol-2-yl]-2-azabicyclo[2.2.1]heptane-2-carboxylate